1-(2-chlorobenzyl)pyrrolidin ClC1=C(CN2CCCC2)C=CC=C1